dimethyl-2,6-octadien CC(C=CCCC=CC)C